S=C1NC=C(N1)C[C@@H](C(=O)[O-])[N+](C)(C)C (2S)-3-(2-Sulfanylidene-2,3-dihydro-1H-imidazol-4-yl)-2-(trimethylazaniumyl)-propanoate